(6aR,9R,10aR)-6a,9,10,10a-tetrahydro-6,6,9-trimethyl-3-pentyl-6H-dibenzo[b,d]-pyran-1-ol CC1([C@H]2[C@H](C3=C(O1)C=C(C=C3O)CCCCC)C[C@H](C=C2)C)C